FC=1C=CC(=NC1)C(OC1=CC(N(C=C1)C=1C=CC=2C3=C(N(C2C1)C([2H])([2H])[2H])CCNC3([2H])[2H])=O)([2H])[2H] 4-((5-fluoropyridin-2-yl)methoxy-d2)-1-(5-(methyl-d3)-2,3,4,5-tetrahydro-1H-pyrido[4,3-b]indol-7-yl-1,1-d2)pyridin-2(1H)-one